2-[3-(2H-benzotriazole-2-yl)-4-hydroxyphenyl]ethylmethacrylate N=1N(N=C2C1C=CC=C2)C=2C=C(C=CC2O)CCOC(C(=C)C)=O